8-chloro-N-(2-chloro-3-(trifluoromethyl)benzyl)-3-(2-methoxyethyl)indolizine-1-carboxamide ClC1=CC=CN2C(=CC(=C12)C(=O)NCC1=C(C(=CC=C1)C(F)(F)F)Cl)CCOC